O1[C@@H]2[C@@H](NCC1)CN(CC2)C2=NC1=C(N2CC2=CC=C(C=N2)C#N)C=CC=C1 6-((2-((4aS,8aS)-hexahydro-2H-pyrido[4,3-b][1,4]oxazin-6(5H)-yl)-1H-benzimidazol-1-yl)methyl)-3-pyridinecarbonitrile